C(#N)C=1C=C(C=NC1)S(=O)(=O)NC(C(F)(F)F)C1=C(C=CC=C1)C(F)(F)F 5-cyano-N-(2,2,2-trifluoro-1-(2-(trifluoromethyl)phenyl)ethyl)pyridine-3-sulfonamide